C(CCC)C=1N(C(=C(C(N1)=O)S(=O)(=O)C1=CC=C(C=C1)N1C(C=CC(=C1)Cl)=O)O)C1=C(C=CC=C1OC)OC 2-butyl-5-((4-(5-chloro-2-oxopyridin-1(2H)-yl)phenyl)sulfonyl)-1-(2,6-dimethoxyphenyl)-6-hydroxypyrimidin-4(1H)-one